{2-[5-cyclopropyl-4'-fluoro-2'-(4-methyl-1,2,4-triazol-3-yl)-[1,1'-biphenyl]-3-yl]-1,3-benzoxazol-5-yl}methanol C1(CC1)C=1C=C(C=C(C1)C1=C(C=C(C=C1)F)C1=NN=CN1C)C=1OC2=C(N1)C=C(C=C2)CO